C1(=CC(=CC=C1)C(C)N1CCC(CC1)N(S(=O)(=O)C)CC(=O)NCC(NCC#C)=O)C1=CC=CC=C1 2-(N-(1-(1-([1,1'-biphenyl]-3-yl)ethyl)piperidin-4-yl)methylsulfonamido)-N-(2-oxo-2-(prop-2-yn-1-ylamino)ethyl)acetamide